(S)-1-((5-(difluoromethyl)-1H-indazol-7-yl)sulfonyl)-N-(1-methyl-2-oxo-1,2-dihydropyridin-4-yl)azetidine-2-carboxamide FC(C=1C=C2C=NNC2=C(C1)S(=O)(=O)N1[C@@H](CC1)C(=O)NC1=CC(N(C=C1)C)=O)F